ClC1=C(C=C(C=N1)CNS(=O)C(C)(C)C)F N-((6-chloro-5-fluoropyridin-3-yl)methyl)-2-methylpropane-2-sulfinylamine